O=C1N(C(CC1)=O)OC(CNC(CNC(CNC(CCCC(=O)ON1C(CCC1=O)=O)=O)=O)=O)=O 2,5-Dioxopyrrolidin-1-yl 5-((2-((2-((2-((2,5-dioxopyrrolidin-1-yl)oxy)-2-oxoethyl)amino)-2-oxoethyl)amino)-2-oxoethyl)amino)-5-oxopentanoate